5-(Benzo[d]thiazol-5-yl)-2,5-diazaspiro[3.4]octane-2-carboxylic acid tert-butyl ester C(C)(C)(C)OC(=O)N1CC2(C1)N(CCC2)C=2C=CC1=C(N=CS1)C2